1,3-propylene glycol bis(3-mercaptopropionate) SCCC(=O)OCCCOC(CCS)=O